(2-((1-((2-(3-(2-aminoethyl)-2-phenylguanidino)ethyl)amino)-1-oxo-3-phenylpropan-2-yl)carbamoyl)-4-bromophenyl)-2-naphthamide NCCNC(NCCNC(C(CC1=CC=CC=C1)NC(=O)C1=C(C=CC(=C1)Br)C1=C(C=CC2=CC=CC=C12)C(=O)N)=O)=NC1=CC=CC=C1